N,N',N''-Tris-(dimethylaminopropyl)hexahydrotriazine CN(C)CCCN1N(N(CCC1)CCCN(C)C)CCCN(C)C